1-(2-chloro-5-(4-methoxybenzyl)-8-(4,4,5,5-tetramethyl-1,3,2-dioxaborolan-2-yl)-5H-pyrimido[5,4-b]indol-4-yl)piperidin ClC=1N=C(C=2N(C=3C=CC(=CC3C2N1)B1OC(C(O1)(C)C)(C)C)CC1=CC=C(C=C1)OC)N1CCCCC1